methyl 2-(4-(dec-9-yn-1-yloxy)phenyl)acetate C(CCCCCCCC#C)OC1=CC=C(C=C1)CC(=O)OC